NCC(F)(F)C1=NC=CC(=C1)C1=CC=C(C=C1)S(=O)(=O)[C@@H]1CC[C@H](CC1)NC1=NC=C(C=C1)C(F)(F)F trans-N-(4-((4-(2-(2-amino-1,1-difluoroethyl)pyridin-4-yl)phenyl)sulfonyl)cyclohexyl)-5-(trifluoromethyl)pyridin-2-amine